C1(=CC=CC=C1)N(C=1C=C2C=3C=C(C=CC3N(C2=CC1)C1=CC=CC=C1)C=1C=CC=2NC3=CC=CC=C3C2C1)C1=CC=CC=C1 N,N,9-triphenyl-9H,9'H-[3,3'-bicarbazol]-6-amine